2-bromo-4,6-bis(3-bromophenoxy)benzonitrile BrC1=C(C#N)C(=CC(=C1)OC1=CC(=CC=C1)Br)OC1=CC(=CC=C1)Br